sodium (2S,6S,9S)-1-(3-chlorophenyl)-6-(cyclohexylmethyl)-1,1-difluoro-4,7,12-trioxo-9-(((S)-2-oxopyrrolidin-3-yl)methyl)-2-phenyl-3,11-dioxa-5,8-diazapentadecane-10-sulfonate ClC=1C=C(C=CC1)C([C@@H](OC(N[C@H](C(N[C@H](C(OC(CCC)=O)S(=O)(=O)[O-])C[C@H]1C(NCC1)=O)=O)CC1CCCCC1)=O)C1=CC=CC=C1)(F)F.[Na+]